ClC1=CC=CC(=N1)CCO 2-(6-chloropyridin-2-yl)ethan-1-ol